S(=O)(=O)(OCCOCC)[O-].[Na+] sodium 2-ethoxyethyl sulphate